5-Cyclopropyl-7-(3,3-difluoropyrrolidin-1-yl)-3-[(4-methoxyphenyl)methyl]triazolo[4,5-d]pyrimidine C1(CC1)C=1N=C(C2=C(N1)N(N=N2)CC2=CC=C(C=C2)OC)N2CC(CC2)(F)F